FC1(CN(CC1)C=1SC(=CN1)C1=NC(=NC=C1C1=CN=CO1)NC1=CC(=C(C=C1)N1CCN(CC1)C)OC)F 4-(2-(3,3-difluoropyrrolidin-1-yl)thiazol-5-yl)-N-(3-methoxy-4-(4-methylpiperazin-1-yl)phenyl)-5-(oxazol-5-yl)pyrimidin-2-amine